OCCCCCCCOC(C(CCCCCCCC)CCCCCC)=O 7-hydroxyheptyl-2-hexyldecanoate